C(C)(C)NC(O[C@H]1CO[C@@H](C1)C=1C=NC(=NC1)NC1=CC=C(C=C1)S(N)(=O)=O)=O |r| rac-(3R,5S)-5-{2-[(4-sulfamoylphenyl)amino]pyrimidin-5-yl}oxolan-3-yl N-isopropylcarbamate